ClC1=C(C=CC=C1)CN1N=C(C=C1C1=CC(=CC(=C1)OCC)OCC)COC(C(=O)OC)(C)C Methyl 2-([1-[(2-chlorophenyl)methyl]-5-(3,5-diethoxyphenyl)-1H-pyrazol-3-yl]methoxy)-2-methylpropanoate